C(C)(C)(C)OC(=O)N1CCN(CC1)C=1C=C(C=2N(C(N=C(N2)C=2C=C(C=3N(C2)C=C(N3)C)F)=O)C1)OC 4-(2-(8-fluoro-2-methylimidazo[1,2-a]pyridin-6-yl)-9-methoxy-4-oxo-4H-pyrido[1,2-a][1,3,5]triazin-7-yl)piperazine-1-carboxylic acid tert-butyl ester